ClC=1C(=C(C=CC1)C(C(C)(C)NC(OC(C)(C)C)=O)O)F tert-butyl (1-(3-chloro-2-fluorophenyl)-1-hydroxy-2-methylpropan-2-yl)carbamate